3-(2,4-dihydroxyphenyl)-1-phenylmethane OC1=C(C=CC(=C1)O)C=1C=C(C=CC1)C